C(C)OC(=O)C1=NC(=C(C=C1F)Br)OC([2H])([2H])[2H] 5-Bromo-3-fluoro-6-[(2H3)methyl-oxy]pyridine-2-carboxylic acid ethyl ester